11-acetyl-8-chloro-11-methyl-2,3,4,5,10,11-hexahydro-1H-dibenzo[b,e][1,4]diazepin-1-one C(C)(=O)C1(C2=C(NC3=C(N1)C=C(C=C3)Cl)CCCC2=O)C